3-({3-[(2S)-2-(4-chlorophenyl)-2-hydroxyethyl]-1,2,4-oxadiazol-5-yl}methyl)-5-methyl-1H-pyrimidine-2,4-dione ClC1=CC=C(C=C1)[C@H](CC1=NOC(=N1)CN1C(NC=C(C1=O)C)=O)O